CC1=CSC=2NC(N(C(C21)=O)C=2C=C(C(=O)O)C=CC2)=O 3-(5-methyl-2,4-dioxo-1,2-dihydrothieno[2,3-d]pyrimidine-3(4H)-yl)benzoic acid